O1CCC(C2=NC=CC=C21)NC(OC(C)(C)C)=O tert-butyl (3,4-dihydro-2H-pyrano[3,2-b]pyridin-4-yl)carbamate